Methyl (R*)-4-(1-(3-amino-6-(2-hydroxyphenyl)pyridazin-4-yl)piperidin-3-yl)-2-chlorobenzoate NC=1N=NC(=CC1N1C[C@H](CCC1)C1=CC(=C(C(=O)OC)C=C1)Cl)C1=C(C=CC=C1)O |o1:9|